7-methoxy-2-(1-methyl-1H-imidazole-5-carboxamido)-1-propyl-1H-benzo[d]imidazole-5-amide COC1=CC(=CC2=C1N(C(=N2)NC(=O)C2=CN=CN2C)CCC)C(=O)N